O=C1COC2=C(N1)C=C(C=C2)C(=O)OC methyl 3-oxo-3,4-dihydro-2H-1,4-benzoxazine-6-carboxylate